tert-Butyl (2-((2,2-dimethyl-5-((6-(1-methyl-1H-pyrazol-4-yl)pyridin-2-yl)carbamoyl)-2,3-dihydrofuro[2,3-b]pyridin-6-yl)oxy)ethyl)(methyl)carbamate CC1(CC=2C(=NC(=C(C2)C(NC2=NC(=CC=C2)C=2C=NN(C2)C)=O)OCCN(C(OC(C)(C)C)=O)C)O1)C